(Z)-(4-(1-(4-(2-(4-(2-(1-(2-(2,6-dioxopiperidin-3-yl)-1,3-dioxoisoindolin-5-yl)piperidin-4-yl)ethyl)piperazin-1-yl)ethoxy)phenyl)-2-phenylbut-1-en-1-yl)phenyl)boronic acid O=C1NC(CCC1N1C(C2=CC=C(C=C2C1=O)N1CCC(CC1)CCN1CCN(CC1)CCOC1=CC=C(C=C1)\C(=C(\CC)/C1=CC=CC=C1)\C1=CC=C(C=C1)B(O)O)=O)=O